OC[C@@H](C)NC(C=C)=O N-[(1R)-2-hydroxy-1-methyl-ethyl]acrylamide